NC1=C(C(=O)O)C=CC(=C1)[C@@H]1CC2(CC(C2)(F)F)CCN1CC1=C2C=CNC2=C(C=C1OC)C (S)-2-Amino-4-(2,2-difluoro-7-((5-methoxy-7-methyl-1H-indol-4-yl)methyl)-7-azaspiro[3.5]nonan-6-yl)benzoic acid